Cl.COC(=O)C1C2CNC(C1)C2 2-azabicyclo[2.2.1]heptane-5-carboxylic acid methyl ester hydrochloride